O=C1NC(CCC1N1C(C2=CC=C(C=C2C1=O)NC(CCCCCCCNC(OC(C)(C)C)=O)=O)=O)=O tert-butyl (8-((2-(2,6-dioxopiperidin-3-yl)-1,3-dioxoisoindolin-5-yl)amino)-8-oxooctyl)carbamate